C(=CC)S(=O)(=O)F prop-1-ene-1-sulfonyl fluoride